C(C)(=O)NC1=C(C(=O)NC2=C(C=C(C=C2)[N+](=O)[O-])Cl)C=CC=C1 2-acetamido-N-(2-chloro-4-nitrophenyl)benzamide